1-hydroxybutyl-3-hexadecylimidazole chloride salt [Cl-].OC(CCC)C1=NC=CN1CCCCCCCCCCCCCCCC